OC(C#CC=1C2=C(C(N(C1)C)=O)NC(=C2C(=O)OCC2=CC=C(C=C2)C)C)(C)C p-tolylmethyl 4-(3-hydroxy-3-methyl-but-1-ynyl)-2,6-dimethyl-7-oxo-1H-pyrrolo[2,3-c]pyridine-3-carboxylate